FC=1C=2CCCC2C(=C2C1CC2)NC(=O)N=[S@](=O)(N)C=2C=NN1C2OC[C@H](C1)NC (R,6S)-N'-((7-fluoro-2,4,5,6-tetrahydro-1H-cyclobuta[f]inden-3-yl)carbamoyl)-6-(methylamino)-6,7-dihydro-5H-pyrazolo[5,1-b][1,3]oxazine-3-sulfonimidamide